C(C)(C)(C)OC(=O)NCCC(=O)NCC=1C=NN(C1)C=1C=NC(=NC1)NC(C)(C)C1=NC=CC=C1Cl 3-[(tert-butoxy)carbonylamino]-N-{[1-(2-{[1-(3-chloro(2-pyridyl))-isopropyl]amino}pyrimidin-5-yl)pyrazol-4-yl]methyl}propanamide